C(C1=CC=CC=C1)N1CCC(CC1)COC1=CC=C2C(=N1)SC(=N2)C2=CC=C(C=C2)S(=O)(=O)C 5-((1-benzylpiperidin-4-yl)methoxy)-2-(4-(methylsulfonyl)phenyl)thiazolo[5,4-b]pyridin